C[C@@H]1O[C@@H](CN(C1)C1=CC(=CC(=N1)C1=NC2=CC(=NC=C2C=C1)CNC(C1=CC(=CC(=C1)C)S(=O)(=O)CCO)=O)F)C N-((2-(6-((cis)-2,6-dimethylmorpholino)-4-fluoropyridin-2-yl)-1,6-naphthyridin-7-yl)methyl)-3-((2-hydroxyethyl)sulfonyl)-5-methylbenzamide